5-fluoro-1-phenyl-4-(4-methoxyphenyl)-3-trifluoromethyl-1H-pyrazole FC1=C(C(=NN1C1=CC=CC=C1)C(F)(F)F)C1=CC=C(C=C1)OC